(R)-N,N-dimethyl-4-((1-(1-(3,3,3-trifluoro-2-(4-fluorophenyl)-2-hydroxypropanoyl)piperidin-4-yl)azetidin-3-yl)amino)benzamide CN(C(C1=CC=C(C=C1)NC1CN(C1)C1CCN(CC1)C([C@](C(F)(F)F)(O)C1=CC=C(C=C1)F)=O)=O)C